3-((4-(3-fluoro-5-isobutyl-2-(2H-tetrazol-5-yl)phenyl)-2-(methoxymethyl)piperazin-1-yl)methyl)pyridazine FC=1C(=C(C=C(C1)CC(C)C)N1CC(N(CC1)CC=1N=NC=CC1)COC)C=1N=NNN1